Cl.FC=1C=CC(=NC1)[C@@H](C)OC=1C=2N(C=C(C1)C=1N=NN(C1C)C1CCNCC1)N=CC2CO [4-[(1R)-1-(5-Fluoro-2-pyridyl)ethoxy]-6-[5-methyl-1-(4-piperidyl)triazol-4-yl]pyrazolo[1,5-a]pyridin-3-yl]methanol HCl